5-oxo-4-oxatricyclo[4.2.1.03,7]nonan-2-yl methacrylate C(C(=C)C)(=O)OC1C2CC3C(C(OC13)=O)C2